COC=1C=C(C=C(C1C)OC)[C@H]([C@H](CN1C=C(C(=C1)C(=O)OC)CC(=O)O)OC=1CC2=CC=CC=C2C1)O [1-[(2S,3R)-3-(3,5-dimethoxy-4-methyl-phenyl)-3-hydroxy-2-inden-2-yloxy-propyl]-4-methoxycarbonyl-pyrrol-3-yl]acetic acid